FC(C(=O)O)(F)F.ClC1=C(C=C(C=C1)C(CNC(C)C)C1=CC=CC=C1)C=1C(=CC=C(C1F)OCCOC)C(=O)N 2'-Chloro-6-fluoro-5'-(2-(isopropylamino)-1-phenylethyl)-5-(2-methoxyethoxy)-[1,1'-biphenyl]-2-carboxamide trifluoroacetate